cadmium-cadmium sulfoselenide S(=O)(=O)(O)[Se]S(=O)(=O)O.[Cd].[Cd]